CC1=C(C(=C(C(=C1C(=O)[O-])C1CCNCC1)C)C)C Tetramethyl-4-piperidylbenzoate